perfluoropropionamide FC(C(=O)N)(C(F)(F)F)F